CC1=C2C(=CC(=C1)O2)C 2,6-dimethyl-p-phenylene oxide